triphenylsulfonium trifluoromethanesulfonate sulfonium salt [SH3+].FC(S(=O)(=O)[O-])(F)F.C1(=CC=CC=C1)[S+](C1=CC=CC=C1)C1=CC=CC=C1.FC(S(=O)(=O)[O-])(F)F